N=1C=NN2C1C=CC(=C2)C2=CC(=NN2C2=NC(=CC=C2)C)CC(=O)NC2=CC=C(C=C2)S(=O)(=O)C 5-([1,2,4]triazolo[1,5-a]pyridin-6-yl)-N-(4-(methylsulfonyl)phenyl)-1-(6-methylpyridin-2-yl)-1H-pyrazole-3-carboxyamide